thiazolo[5,4-d][1,2,3]triazin-4(3H)-one N1=NNC(C2=C1SC=N2)=O